2-PYRAZINECARBOXYLIC ACID 4-OXIDE N1=C(C=[N+](C=C1)[O-])C(=O)O